5-nitro-1-tetrahydropyran-2-yl-pyrazolo[3,4-b]Pyridine [N+](=O)([O-])C=1C=C2C(=NC1)N(N=C2)C2OCCCC2